2-(5-methyl-4-oxothiochroman-3-yl)-2-oxoacetic acid ethyl ester C(C)OC(C(=O)C1CSC2=CC=CC(=C2C1=O)C)=O